6-methoxy-2-((7S,8S)-7-methyl-1,4-dioxaspiro[4.5]decan-8-yl)-N-(pyrazolo[1,5-a]pyrimidin-3-yl)-2H-indazole-5-carboxamide COC=1C(=CC2=CN(N=C2C1)[C@@H]1[C@H](CC2(OCCO2)CC1)C)C(=O)NC=1C=NN2C1N=CC=C2